pyran Iodide [I-].O1CC=CC=C1